3-[5-[(3S)-3-(hydroxymethyl)pyrrolidin-1-yl]-3-methyl-2-oxo-benzimidazol-1-yl]-1-[(4-methoxyphenyl)methyl]piperidine-2,6-dione OC[C@@H]1CN(CC1)C1=CC2=C(N(C(N2C)=O)C2C(N(C(CC2)=O)CC2=CC=C(C=C2)OC)=O)C=C1